C(C)C1(NC=C(C=C1N)I)N 2-ethyl-5-iodopyridine-2,3-diamine